5-(AMINOMETHYL)THIOPHEN-2-YLBORONIC ACID NCC1=CC=C(S1)B(O)O